(S)-tert-butyl-3-methyl-1,4-diazepane-1-carboxylate C(C)(C)(C)OC(=O)N1C[C@@H](NCCC1)C